tert-Butyl (S)-2-cyano-4-(2-(1-(5-methoxypyrimidin-4-yl)-3-(trifluoromethyl)-1H-pyrazol-4-yl)phenyl)-4,7-dihydrothieno[2,3-c]pyridine-6(5H)-carboxylate C(#N)C1=CC2=C(CN(C[C@H]2C2=C(C=CC=C2)C=2C(=NN(C2)C2=NC=NC=C2OC)C(F)(F)F)C(=O)OC(C)(C)C)S1